5-(Cyclopropylsulfonyl)-4-methoxypyridin-2-amine C1(CC1)S(=O)(=O)C=1C(=CC(=NC1)N)OC